12-mercaptododecyl-cerium phosphate P(=O)([O-])([O-])[O-].SCCCCCCCCCCCC[Ce+3]